C1(=CC=CC=C1)C1=NC(=NC(=N1)C1=C(C=CC2=CC=CC=C12)C=1C=CC2=C(C1)[Si]1(C3=C(SC4=C1C=CC=C4)C=CC=C3)C3=C2C=CC=C3)C=3C=C(C=CC3)C3=CC=C(C=C3)C#N 3'-(4-phenyl-6-(2-(spiro[dibenzo[b,d]silole-5,10'-dibenzo[b,e][1,4]thiasilin]-3-yl)naphthalen-1-yl)-1,3,5-triazin-2-yl)-[1,1'-biphenyl]-4-carbonitrile